(Z)-4-bromobutyl-3-pentyltridec-2-enoate BrCCCCOC(\C=C(/CCCCCCCCCC)\CCCCC)=O